N1(CCNCCC1)S(=O)(=O)C1=C2C=CN=CC2=CC=C1 5-(1,4-Diazepane-1-sulfonyl)isoquinoline